CC=1C(=C(C=2CC3=CC=CC=C3C2C1)C1=C(C(=NN=N1)C=1C(=C(C=CC1)C1=CC=CC=C1)C1=C(C=CC=2OC3=C(C21)C=CC=C3)C3=CC=CC=C3)C3=CC=CC=C3)C [(dimethylfluorenyl)phenyltriazinyl](phenyldibenzofuranyl)Biphenyl